[N+](=O)([O-])C=1C=CC(=NC1)OC1CCNCC1 5-nitro-2-(piperidin-4-yloxy)pyridine